C12(CC3CC(CC(C1)C3)C2)NC=2C(=CC(=CC2)C2=NC(=NO2)C)N N1-(Adamantan-1-yl)-4-(3-methyl-1,2,4-oxadiazol-5-yl)benzene-1,2-diamine